6,7-difluoroquinoline FC=1C=C2C=CC=NC2=CC1F